C(C)(C)(C)N(C(=O)OCCNCC1=C(C=C(C=C1)OC)OC)[C@H]1CN(CCC1)CC1=CC=CC=C1 2-((2,4-dimethoxybenzyl)amino)ethan-1-ol (R)-tert-Butyl-(1-benzylpiperidin-3-yl)carbamate